ClC1=C(C=CC=C1C1=C(C(=NC=C1)Cl)Cl)C1=CC(=C(C(=N1)OC)CN(C(OC(C)(C)C)=O)C[C@H]1NC(CC1)=O)F tert-Butyl (S)-((6-(2-chloro-3-(2,3-dichloropyridin-4-yl)phenyl)-4-fluoro-2-methoxypyridin-3-yl)methyl)((5-oxopyrrolidin-2-yl)methyl)carbamate